FC(C1=CC=C(C=C1)C(C)OC1CN(C1)C(=O)N1C[C@@H]2[C@@H](OCC(N2)=O)CC1)(F)F (4aR,8aS)-6-(3-(1-(4-(Trifluoromethyl)phenyl)ethoxy)azetidine-1-carbonyl)hexahydro-2H-pyrido[4,3-b][1,4]oxazin-3(4H)-one